2'-{[2-(4-methoxy-phenyl)-acetylamino]-methyl}-biphenyl-2-carboxylic acid (2-pyridin-3-yl-ethyl)-amide N1=CC(=CC=C1)CCNC(=O)C=1C(=CC=CC1)C1=C(C=CC=C1)CNC(CC1=CC=C(C=C1)OC)=O